O1CC(C1)OC1=NC(=NC=C1C(F)(F)F)N[C@H]1C[C@H](CCC1)C1=NN=C2N1C=C(C=C2)C(=O)O 3-[(1S,3R)-3-[[4-(oxetan-3-yloxy)-5-(trifluoromethyl)pyrimidin-2-yl]amino]cyclohexyl]-[1,2,4]triazolo[4,3-a]pyridine-6-carboxylic acid